1-[6-[8-fluoro-1-oxo-2-[(4S)-4-[[6-oxo-5-(trifluoromethyl)-1-(2-trimethylsilylethoxymethyl)pyridazin-4-yl]amino]pentyl]-6-isoquinolinyl]-3-pyridinyl]cyclopropanecarbonitrile FC=1C=C(C=C2C=CN(C(C12)=O)CCC[C@H](C)NC=1C=NN(C(C1C(F)(F)F)=O)COCC[Si](C)(C)C)C1=CC=C(C=N1)C1(CC1)C#N